NC=1C=C2C3(CNC(C2=CC1)=O)CC3 6'-amino-2',3'-dihydro-1'H-spiro[cyclopropane-1,4'-isoquinolin]-1'-one